COC1=CC(=NC=N1)NC1=NN2C(C=C(C=C2)C=2N(N=CC2OC[C@@H]2N(CC2)C)C)=C1 N-(6-methoxypyrimidin-4-yl)-5-[2-methyl-4-[[(2R)-1-methylazetidin-2-yl]methoxy]pyrazol-3-yl]pyrazolo[1,5-a]pyridin-2-amine